2-(2-Amino-1,1-dimethyl-ethyl)-5-[1-(2-fluoro-6-methyl-phenyl)-piperidin-4-yl]-7-(2-trifluoromethyl-benzyl)-2,4,5,7-tetrahydro-pyrazolo[3,4-d]pyrimidin-6-on NCC(C)(C)N1N=C2N(C(N(CC2=C1)C1CCN(CC1)C1=C(C=CC=C1C)F)=O)CC1=C(C=CC=C1)C(F)(F)F